N-(5-((2-(2,6-dioxopiperidin-3-yl)-1-oxoisoindolin-4-yl)thio)pentyl)acetamide O=C1NC(CCC1N1C(C2=CC=CC(=C2C1)SCCCCCNC(C)=O)=O)=O